CN(C)\C=C\1/COC2(C1=O)CCN(CC2)C(=O)OC(C)(C)C tert-butyl (E)-3-((dimethylamino)methylene)-4-oxo-1-oxa-8-azaspiro[4.5]decane-8-carboxylate